2-(3,4-dihydroxyphenyl)-1-(2,4,6-trihydroxyphenyl)ethan-1-one OC=1C=C(C=CC1O)CC(=O)C1=C(C=C(C=C1O)O)O